2-[BUTYL(4-FORMYLPHENYL)AMINO]ACETAMIDE C(CCC)N(CC(=O)N)C1=CC=C(C=C1)C=O